Cl.C(C)N=C=NCCCN(C)C monoethyl-(3-dimethylaminopropyl)carbodiimide hydrochloride